methyl (1R,2S,5S)-3-[(2S)-3-cyclopropyl-2-(pyrimidin-5-ylamino)propanoyl]-6,6-dimethyl-3-azabicyclo[3.1.0]hexane-2-carboxylate C1(CC1)C[C@@H](C(=O)N1[C@@H]([C@H]2C([C@H]2C1)(C)C)C(=O)OC)NC=1C=NC=NC1